C1=CC=C(C2=NC=C3C=CC=CC3=C12)C(=O)O.C(#N)C=1C=C(C(=O)N(C)C)C=C(C1O)C1=CC2=C(NC=N2)C=C1 3-cyano-4-hydroxy-N,N-dimethyl-5-(1H-benzimidazol-5-yl)benzamide phenanthridine-4-carboxylate